O1COCC2=C1C=CC=C2C=2NC=C(N2)C2=CC=CC=1OCOCC12 2,4-bis(benzo[D][1,3]dioxan-5-yl)-1H-imidazole